S1C(=NC2=C1C=CC=C2)CC(=O)C2=C(C=C(C=C2)O)O 2-(1,3-benzothiazol-2-yl)-1-(2,4-dihydroxyphenyl)ethanone